ClC1=C(C2=C(C=N1)CCC2)N 3-chloro-6,7-dihydro-5H-cyclopenta[c]pyridin-4-amine